N-((S)-1-Hydroxymethyl-2-phenylethyl)-3-[3-(4-trifluoromethoxybenzyl)-3H-imidazo[4,5-b]pyridin-2-yl]-propionamid OC[C@H](CC1=CC=CC=C1)NC(CCC1=NC=2C(=NC=CC2)N1CC1=CC=C(C=C1)OC(F)(F)F)=O